3-(5-bromo-2-(2-(methoxymethyl)pyridin-3-yl)-1H-indol-3-yl)-2,2-dimethylpropanoic acid BrC=1C=C2C(=C(NC2=CC1)C=1C(=NC=CC1)COC)CC(C(=O)O)(C)C